ClC1=C(C=C(OCC(=O)O)C=C1)OC 2-(4-chloro-3-methoxyphenoxy)acetic acid